[Si](C)(C)(C(C)(C)C)N([Si](C)(C)C(C)(C)C)CCC[Si](OCC)(OCC)OCC {3-[N,N-bis(t-butyldimethylsilyl)amino]propyl}triethoxysilane